ClC1=NC(=C(C(=O)NC2=C(C=CC(=C2)C#N)N2CCC(CC2)OC2=C(C=C(C=C2)F)F)C=C1)OC 6-chloro-N-(5-cyano-2-(4-(2,4-difluorophenoxy)piperidin-1-yl)phenyl)-2-methoxynicotinamide